tert-butyl (R)-3-(benzo[b]thiophen-7-ylamino)pyrrolidine-1-carboxylate S1C2=C(C=C1)C=CC=C2N[C@H]2CN(CC2)C(=O)OC(C)(C)C